(Z)-1-(3-(benzofuran-7-yl)-4-oxothiazolidine-2-ylidene)-3-(2-fluoro-4-(1-(4-(trifluoromethoxy)phenyl)-1H-1,2,4-triazol-3-yl)phenyl)urea O1C=CC2=C1C(=CC=C2)N2/C(/SCC2=O)=N/C(=O)NC2=C(C=C(C=C2)C2=NN(C=N2)C2=CC=C(C=C2)OC(F)(F)F)F